NC1=NC(=C(C=C1C=1C=C2CCNC(C2=CC1F)=O)C1=CC=C(C=C1)[C@@]12CN(C[C@H]2C1)C)F 6-(2-amino-6-fluoro-5-(4-((1R,5S)-3-methyl-3-azabicyclo[3.1.0]hexan-1-yl)phenyl)pyridin-3-yl)-7-fluoro-3,4-dihydroisoquinolin-1(2H)-one